(4S)-7,8-dichloro-6-(3-fluoro-2-pyridinyl)-4-methyl-1-(1-methylpyrazol-4-yl)-4H-[1,2,4]Triazolo[4,3-a][1,4]Benzodiazepine ClC1=C(C=CC2=C1C(=N[C@H](C=1N2C(=NN1)C=1C=NN(C1)C)C)C1=NC=CC=C1F)Cl